methyl 4-(3-(t-butoxy)-3-oxopropyl)-2-chlorobenzoate C(C)(C)(C)OC(CCC1=CC(=C(C(=O)OC)C=C1)Cl)=O